2-amino-3-cyano-4-(3-methylphenyl)-7-(dimethylamino)-4H-benzopyran NC=1OC2=C(C(C1C#N)C1=CC(=CC=C1)C)C=CC(=C2)N(C)C